2,2-dibutyl-decanoic acid C(CCC)C(C(=O)O)(CCCCCCCC)CCCC